(2R,3R)-2-[4-(cyclopentylamino)phenyl]-N-[4-methyl-3-(trifluoromethyl)phenyl]-1-pyrimidin-4-yl-piperidine-3-carboxamide C1(CCCC1)NC1=CC=C(C=C1)[C@@H]1N(CCC[C@H]1C(=O)NC1=CC(=C(C=C1)C)C(F)(F)F)C1=NC=NC=C1